tert-butyl 4-(4-(trifluoromethyl)phenoxy)piperidine-1-carboxylate FC(C1=CC=C(OC2CCN(CC2)C(=O)OC(C)(C)C)C=C1)(F)F